[Cl-].Cl[S+](C)C chloro(dimethyl)sulfonium chloride